1-[6-(2-hydroxy-4,6-dimethyl-phenyl)pyridazin-3-yl]indolin-4-ol OC1=C(C(=CC(=C1)C)C)C1=CC=C(N=N1)N1CCC=2C(=CC=CC12)O